N1(CCCCC1)C(=O)ON1N=CC=C1 1H-pyrazol-1-yl piperidine-1-carboxylate